FC1=C(C(=CC=2NC(=NC21)OC2CCC(CC2)C(=O)O)F)C2=CC=C(C=C2)C2=CC=C(C=C2)CN2CC(C2)OCCO (1r,4r)-4-((4,6-difluoro-5-(4'-((3-(2-hydroxyethoxy)azetidin-1-yl)methyl)-[1,1'-biphenyl]-4-yl)-1H-benzo[d]imidazol-2-yl)oxy)cyclohexane-1-carboxylic acid